3-(8-(bis(4-methoxybenzyl)amino)-2-((2-fluoro-6-vinylphenyl)(hydroxy)methyl)-5-(pyrimidin-4-yl)-[1,2,4]triazolo[1,5-a]pyrazin-6-yl)benzonitrile COC1=CC=C(CN(C=2C=3N(C(=C(N2)C=2C=C(C#N)C=CC2)C2=NC=NC=C2)N=C(N3)C(O)C3=C(C=CC=C3C=C)F)CC3=CC=C(C=C3)OC)C=C1